4-(N-methyl-N-(4-methoxy-3-(5-chloro-n-pentanecarbonylamino)phenyl)-amino)coumarin CN(C1=CC(=C(C=C1)OC)NC(=O)CCCCCCl)C1=CC(OC2=CC=CC=C12)=O